2-(2-fluorophenoxy)-1-(4-(5-(trifluoromethyl)-1,2,4-oxadiazol-3-yl)phenyl)ethan-1-one FC1=C(OCC(=O)C2=CC=C(C=C2)C2=NOC(=N2)C(F)(F)F)C=CC=C1